C(C)(C)(C)OC(=O)N1CC(C1)C1=CC(=C(CN2CCC(CC2)C(=O)OC)C(=C1)C(C)C)C(C)C methyl 1-(4-(1-(tert-butoxycarbonyl)azetidin-3-yl)-2,6-diisopropylbenzyl)-piperidine-4-carboxylate